6-(3-(diethylamino)azetidin-1-yl)-[1,2,4]triazolo[1,5-a]pyridine C(C)N(C1CN(C1)C=1C=CC=2N(C1)N=CN2)CC